N-((4-(3-cyclopropyl-1,2,4-oxadiazol-5-yl)bicyclo[2.2.2]octan-1-yl)methyl)-N-(3-ethoxyphenyl)tetrahydro-2H-thiopyran-4-carboxamide 1,1-dioxide C1(CC1)C1=NOC(=N1)C12CCC(CC1)(CC2)CN(C(=O)C2CCS(CC2)(=O)=O)C2=CC(=CC=C2)OCC